C(C)(C)(C)NS(=O)(=O)C1=CC(=CC=C1)NC1=NC(=NC=C1C)NC1=CC(=CC(=C1)OC)OC N-(tert-butyl)-3-((2-((3,5-dimethoxyphenyl)amino)-5-methylpyrimidin-4-yl)amino)benzenesulfonamide